NC(C(=O)N1CCN(CC1)C1=CC=CC=N1)C1=CC(=C(C=C1)F)Cl 6-(4-(2-amino-2-(3-chloro-4-fluorophenyl)acetyl)piperazin-1-yl)pyridine